bis(benzenesulfonyloxy)benzene C1(=CC=CC=C1)S(=O)(=O)OC1=C(C=CC=C1)OS(=O)(=O)C1=CC=CC=C1